FC1=C(C=C(C=C1)F)C1=NC=NC(=C1NC(=O)C=1C=NC(=NC1)OC(C)C)C1OCC(CC1)(F)F N-(4-(2,5-difluorophenyl)-6-(5,5-difluorotetrahydro-2H-pyran-2-yl)pyrimidin-5-yl)-2-isopropoxy-pyrimidine-5-carboxamide